N-(2-(Dimethylamino)ethyl)-5-(4-hydroxy-3-methoxyphenyl)thiophen-2-carboxamid hydrochlorid Cl.CN(CCNC(=O)C=1SC(=CC1)C1=CC(=C(C=C1)O)OC)C